C(C)NN(CCN)NCC N,N-diethylamino-ethylenediamine